N-tert-butyloxycarbonyl-2-piperidin-2-ylethanol C(C)(C)(C)OC(=O)N1C(CCCC1)CCO